N-Cbz-1,2,3,6-tetrahydropyridine-4-boronic acid C(=O)(OCC1=CC=CC=C1)N1CCC(=CC1)B(O)O